6-(4-(1-hydroxy-2-methylpropyl)pyridin-2-yl)-3,4-dihydroquinolin OC(C(C)C)C1=CC(=NC=C1)C=1C=C2CCC=NC2=CC1